ClC=1C=C(C=CC1OCC1=NC=CC=C1)N1CCC=2C=3C1=NC=NC3C=CC2NC(\C=C\CNC2CCC2)=O (E)-N-(4-(3-chloro-4-(pyridin-2-ylmethoxy)phenyl)-5,6-dihydro-4H-pyrido[2,3,4-de]quinazolin-7-yl)-4-(cyclobutylamino)but-2-enamide